C(C)(C)(C)N(C(O)=O)[C@@H]1C[C@H](CC1)N.ClC=1C(N(C=CC1)C=1C=NC(=CC1)N[C@@H]1C[C@H](CC1)NC(OC(C)(C)C)=O)=O tert-Butyl ((1S,3S)-3-((3-chloro-2-oxo-2H-[1,3'-bipyridin]-6'-yl)amino)cyclopentyl)carbamate tert-Butyl-((1S,3S)-3-aminocyclopentyl)carbamate